2-[1-(benzenesulfonyl)indol-3-yl]Acetonitrile C1(=CC=CC=C1)S(=O)(=O)N1C=C(C2=CC=CC=C12)CC#N